C(CCCCC)C(C(=O)NC(CCSCCC(=O)OCCCCCCCCCCCCCCCCCCCCCC)C(NCCN1CCCCC1)=O)CCCCCCCC docosyl 3-((3-(2-hexyldecanamido)-4-oxo-4-((2-(piperidin-1-yl)ethyl)amino)butyl)thio)propanoate